ClCC(=O)C1=CC=CC=C1 alpha-monochloroacetophenone